7-chloro-6-fluoro-1-(2-isopropyl-4-methoxypyridin-3-yl)pyrido[2,3-d]pyrimidine ClC=1C(=CC2=C(N(CN=C2)C=2C(=NC=CC2OC)C(C)C)N1)F